C(C1=CC=CC=C1)OC1=CC=CC2=C1C(=C(S2)C)C(=O)NC2CN(CC2(F)F)C (benzyloxy)-N-(4,4-difluoro-1-methylpyrrolidin-3-yl)-2-methyl-1-benzothiophene-3-carboxamide